N-[4-(2,6-dimethylphenyl)-6-[4-(2-dimethylphosphorylethyl)phenoxy]pyrimidin-2-yl]-1-methyl-pyrazole-4-sulfonamide CC1=C(C(=CC=C1)C)C1=NC(=NC(=C1)OC1=CC=C(C=C1)CCP(=O)(C)C)NS(=O)(=O)C=1C=NN(C1)C